1-(2-(2-bromoethoxy)ethyl)-2-nitro-1H-imidazole BrCCOCCN1C(=NC=C1)[N+](=O)[O-]